O=C1NC(CCC1N(C(C1=CC=C(C=C1)N1CCC(CC1)C=O)=O)C)=O N-(2,6-dioxo-3-piperidyl)-4-(4-formyl-1-piperidyl)-N-methyl-benzamide